C[C@]12CC3(CC(C[C@@](C1)(C3)C)C2)NC(NC2=CC=C(C=C2)S(=O)(=O)N2CCCCC2)=O 1-[(4-{3-[(1r,3R,5S,7S)-3,5-dimethyladamantan-1-yl]ureido}phenyl)sulfonyl]piperidine